NC1=C(C(=O)NC)C=C(C=C1C)C#N 2-Amino-5-cyano-3,N-dimethyl-benzamide